(Z)-3-propenyl-5-methoxyphthalide C(=C/C)/C1OC(=O)C2=CC=C(C=C12)OC